(S)-1-((5-(5-(difluoromethyl)-1,3,4-oxadiazol-2-yl)pyridin-2-yl)methyl)-6-fluoro-3-(piperidin-3-yl)-5-(pyridin-3-yl)-1,3-dihydro-2H-benzo[d]imidazol-2-one FC(C1=NN=C(O1)C=1C=CC(=NC1)CN1C(N(C2=C1C=C(C(=C2)C=2C=NC=CC2)F)[C@@H]2CNCCC2)=O)F